5-((6-((N-(2-Hexyldecanoyl)-N-methylglycyl)oxy)hexyl)(4-hydroxybutyl)amino)pentyl 2-hexyldecanoate C(CCCCC)C(C(=O)OCCCCCN(CCCCO)CCCCCCOC(CN(C)C(C(CCCCCCCC)CCCCCC)=O)=O)CCCCCCCC